NCCCCNC(CN1CCN(CCN(CCN(CC1)CC(=O)[O-])CC(=O)[O-])CC(=O)[O-])=O 2,2',2''-(10-(2-((4-aminobutyl)amino)-2-oxoethyl)-1,4,7,10-tetraazacyclododecan-1,4,7-triyl)triacetate